C(=C)C1CCN(CC1)C1=CC=C2C3=C(NC2=C1)N=CN=C3 7-(4-vinylpiperidin-1-yl)-9H-pyrimido[4,5-b]indole